C(CCC)(=O)NC1=CC(=C(N=N1)C(=O)NC([2H])([2H])[2H])NC1=NC=CC(=C1OC)C1=NN(C=N1)C 6-Butanamido-4-{[3-methoxy-4-(1-methyl-1H-1,2,4-triazol-3-yl)pyridin-2-yl]amino}-N-(2H3)methylpyridazin-3-carboxamid